ClC1=C(C=C(OCC(=O)N[C@@H]2CC[C@H](CC2)CNC(=O)C2=NC=C(N=C2)C(F)F)C=C1)F trans-N-((4-(2-(4-chloro-3-fluorophenoxy)acetamido)cyclohexyl)methyl)-5-(difluoromethyl)pyrazine-2-carboxamide